Tert-butyl 4-[2-[(2R,6S)-4-(4-bromo-2-pyridyl)-2,6-dimethyl-piperazin-1-yl]ethyl]piperazine-1-carboxylate BrC1=CC(=NC=C1)N1C[C@H](N([C@H](C1)C)CCN1CCN(CC1)C(=O)OC(C)(C)C)C